1-(2-((2S,4R)-4-(difluoromethyl)piperidin-2-yl)benzyl)-2-thioxo-1,2,3,5-tetrahydro-4H-pyrrolo[3,2-d]pyrimidin-4-one FC([C@H]1C[C@H](NCC1)C1=C(CN2C(NC(C3=C2C=CN3)=O)=S)C=CC=C1)F